(R)-4-fluoroquinuclidin-3-yl (S)-1-(4-fluorophenyl)-3,4-dihydroisoquinoline-2(1H)-carboxylate FC1=CC=C(C=C1)[C@@H]1N(CCC2=CC=CC=C12)C(=O)O[C@@H]1CN2CCC1(CC2)F